N-((1-isopropylpiperidin-4-yl)methyl)-3-((6-morpholino-1-oxoisoquinolin-2(1H)-yl)methyl)benzamide palladium(II) trifluoroacetate FC(C(=O)[O-])(F)F.[Pd+2].C(C)(C)N1CCC(CC1)CNC(C1=CC(=CC=C1)CN1C(C2=CC=C(C=C2C=C1)N1CCOCC1)=O)=O.FC(C(=O)[O-])(F)F